(S)-1-(6-methoxypyridin-3-yl)ethan-1-amine hydrochloride Cl.COC1=CC=C(C=N1)[C@H](C)N